4-[5-(6-chloro-2-oxo-4-phenyl-1H-quinolin-3-yl)-3-[4-(trifluoromethyl)phenyl]-3,4-dihydropyrazol-2-yl]-4-oxo-butanoic acid ClC=1C=C2C(=C(C(NC2=CC1)=O)C=1CC(N(N1)C(CCC(=O)O)=O)C1=CC=C(C=C1)C(F)(F)F)C1=CC=CC=C1